15,16-dihydroxy-octadecadienoic acid OC(CCCCCCCCCC=CC=CC(=O)O)C(CC)O